2-(3-(3-(4-(6,8-dichloro-2-methyl-1,2,3,4-tetrahydroisoquinolin-4-yl)phenyl)ureido)propyl)malonic acid ClC=1C=C2C(CN(CC2=C(C1)Cl)C)C1=CC=C(C=C1)NC(NCCCC(C(=O)O)C(=O)O)=O